1λ2-piperidine-2,4-dione [N]1C(CC(CC1)=O)=O